FC1=CC=C(C=C1)C1=NNC=C1C1=C2C(=NC=C1)CN(C2=O)C 4-(3-(4-fluorophenyl)-1H-pyrazol-4-yl)-6-methyl-6,7-dihydro-5H-pyrrolo[3,4-b]pyridin-5-one